N-(4-(1-(4-Methoxy-3-nitrophenyl)-2-oxo-1,2-dihydrobenzo[h][1,6]naphthyridin-9-yl)phenyl)methanesulfonamide COC1=C(C=C(C=C1)N1C(C=CC2=CN=C3C(=C12)C=C(C=C3)C3=CC=C(C=C3)NS(=O)(=O)C)=O)[N+](=O)[O-]